Cl.Cl.C(C)(C)N=C(N)NC(C)C 2,3-diisopropyl-guanidine dihydrochloride